C(C)OC1CCC(CC1)NC1=NC=C(C(=N1)N[C@H]1C[C@H]([C@@H](CC1)C)O)C(=O)N 2-((1r,4R)-4-ethoxycyclohexylamino)-4-((1R,3R,4R)-3-hydroxy-4-methylcyclohexylamino)pyrimidine-5-carboxamide